(E)-N-cyclohexyl-1-(p-tolyl)methanimine C1(CCCCC1)/N=C/C1=CC=C(C=C1)C